The molecule is a pentacyclic triterpenoid with a rearranged oleanane skeleton isolated from the whole plants of Dysoxylum hainanense. It exhibits antibacterial activity against Gram-positive bacteria. It has a role as a metabolite and an antibacterial agent. It is a pentacyclic triterpenoid, an oxo monocarboxylic acid and a member of formamides. C[C@]12CC[C@@](C[C@H]1C3=CC[C@H]4[C@]([C@@]3(CC2)C)(CC[C@@H]5[C@@]4(/C(=C/NC=O)/C(=O)C5(C)C)C)C)(C)C(=O)O